(E)-1-fluoro-3-((2-(4-(2-(methylamino)pyrimidin-5-yl)but-1-en-3-yn-1-yl)benzo[d]thiazol-6-yl)oxy)propan-2-ol FCC(COC1=CC2=C(N=C(S2)\C=C\C#CC=2C=NC(=NC2)NC)C=C1)O